bicyclo[2.2.1]heptane-1,4-diol C12(CCC(CC1)(C2)O)O